1-(thiophen-2-yl)cyclopropane-carboximidamide S1C(=CC=C1)C1(CC1)C(N)=N